tert-butyl (2r,4r)-2-(((S)-1-(((6-amino-2-methylpyridin-3-yl) methyl) amino)-1-oxopropan-2-yl) carbamoyl)-4-phenylpyrrolidine-1-carboxylate NC1=CC=C(C(=N1)C)CNC([C@H](C)NC(=O)[C@@H]1N(C[C@H](C1)C1=CC=CC=C1)C(=O)OC(C)(C)C)=O